(1R,3S,4S)-3-[(tert-Butoxycarbonyl)amino]-4-(methoxymethoxy)cyclopentane-1-carboxylic acid methoxymethyl ester COCOC(=O)[C@@H]1C[C@@H]([C@H](C1)OCOC)NC(=O)OC(C)(C)C